C1(=CC=CC=C1)C=1C=CC=2C(C3=CC=CC=C3C(C2C1)=O)=O 3-phenylanthraquinone